(S)-2-tetradecyltetrahydroimidazo[1,5-a]pyrazine-1,3(2H,5H)-dione C(CCCCCCCCCCCCC)N1C(N2[C@@H](CNCC2)C1=O)=O